methyl 6-chloro-7-(naphthalen-1-ylmethyl)-5-oxo-8-(3-(trifluoromethyl)phenyl)-2,3-dihydro-5H-thiazolo[3,2-a]pyridine-3-carboxylate 1,1-dioxide ClC1=C(C(=C2N(C1=O)C(CS2(=O)=O)C(=O)OC)C2=CC(=CC=C2)C(F)(F)F)CC2=CC=CC1=CC=CC=C21